6-methoxy-3-[2-(methoxymethoxy)phenyl]cinnoline-7-carbaldehyde COC=1C=C2C=C(N=NC2=CC1C=O)C1=C(C=CC=C1)OCOC